tert-Butyl (2R,4S)-2-(((S)-1-(((1H-pyrrolo[3,2-c]pyridin-2-yl)methyl)amino)-1-oxopropan-2-yl)carbamoyl)-4-benzylpyrrolidine-1-carboxylate N1C(=CC=2C=NC=CC21)CNC([C@H](C)NC(=O)[C@@H]2N(C[C@H](C2)CC2=CC=CC=C2)C(=O)OC(C)(C)C)=O